(S)-5-amino-2-cinnamoylaminopentanoate hydrochloride Cl.NCCC[C@@H](C(=O)O)NC(C=CC1=CC=CC=C1)=O